C(O)(O)=O.BrC=CBr dibromo ethylene carbonate